5-bromo-2-nitro-N-(oxetan-3-yl)pyridin-3-amine BrC=1C=C(C(=NC1)[N+](=O)[O-])NC1COC1